NC1=NC=C(C2=C1C(=C(N2C)C2=C(C=C(C=C2)NC(C(=C)F)=O)Cl)C2=CC=C(C=C2)OC2=NN(C=C2)C)C#N N-(4-(4-amino-7-cyano-1-methyl-3-(4-((1-methyl-1H-pyrazol-3-yl)oxy)phenyl)-1H-pyrrolo[3,2-c]pyridin-2-yl)-3-chlorophenyl)-2-fluoroacrylamide